2-chloro-5-fluoro-3-(4,4,5,5-tetramethyl-1,3,2-dioxaborolan-2-yl)pyridine ClC1=NC=C(C=C1B1OC(C(O1)(C)C)(C)C)F